CC1(COCC1)C(=O)N1CCOC2=C(C1)C=NC=C2C#N 4-(3-methyltetrahydrofuran-3-carbonyl)-3,5-dihydro-2H-pyrido[3,4-f][1,4]oxazepine-9-carbonitrile